2'-methoxyethyl-cytidine COCC[C@@]1([C@@H](O[C@@H]([C@H]1O)CO)N1C(=O)N=C(N)C=C1)O